6-[4-(trifluoromethyl)phenyl]-2,3-dihydropyridazine-4-carboxamide FC(C1=CC=C(C=C1)C=1C=C(CNN1)C(=O)N)(F)F